tert-Butyl (R)-1-((S)-1-((1,3-dioxoisoindolin-2-yl)methyl)-8-(((S)-1-(thiazole-5-carbonyl)pyrrolidin-3-yl)oxy)-1,2,3,4-tetrahydroisoquinoline-2-carbonyl)piperidine-2-carboxylate O=C1N(C(C2=CC=CC=C12)=O)C[C@H]1N(CCC2=CC=CC(=C12)O[C@@H]1CN(CC1)C(=O)C1=CN=CS1)C(=O)N1[C@H](CCCC1)C(=O)OC(C)(C)C